pyridobenzoxazole O1C=NC2=C1C1=C(C=C2)N=CC=C1